(3S)-3-[(N-{5-[(tert-butoxycarbonyl)(4-methylpyridin-2-yl)amino]pentanoyl}-3-{[(4-nitrophenoxy)carbonyl]amino}-L-alanyl)amino]-3-(3,5-dichlorophenyl)propanoic acid C(C)(C)(C)OC(=O)N(CCCCC(=O)N[C@@H](CNC(=O)OC1=CC=C(C=C1)[N+](=O)[O-])C(=O)N[C@@H](CC(=O)O)C1=CC(=CC(=C1)Cl)Cl)C1=NC=CC(=C1)C